O1C(C1)CCN1C(C2=CC=CC=C2C1=O)=O 2-[2-(oxiran-2-yl)ethyl]isoindoline-1,3-dione